cyclohexyl (S)-5-fluoro-3-((R)-5-isopropyl-3-(isoquinolin-1-yl)-4,5-dihydroisoxazole-5-carboxamido)-4-oxopentanoate FCC([C@H](CC(=O)OC1CCCCC1)NC(=O)[C@@]1(CC(=NO1)C1=NC=CC2=CC=CC=C12)C(C)C)=O